isopropyl 2-chloro-3-phenylpropionate ClC(C(=O)OC(C)C)CC1=CC=CC=C1